C1=CC=CC2=C1C(=NC1=C(S2)C=CC=C1)N1CCN(CC1)CCOCCO 2-(2-(4-(dibenzo[b,f][1,4]thiazepin-11-yl)piperazin-1-yl)ethoxy)ethanol